CN(C(=O)C1CN(C1)S(=O)(=O)N1C[C@H](CCC1)C(=O)N1[C@H](CCC1)C(=O)NCC1=CC=C(C=C1)C(F)(F)F)C 1-(((3S)-1-((3-(dimethylcarbamoyl)-1-azetidinyl)sulfonyl)-3-piperidinyl)carbonyl)-N-(4-(trifluoromethyl)benzyl)-D-prolinamide